3,5-difluoro-N-methoxy-N-methylbenzamide FC=1C=C(C(=O)N(C)OC)C=C(C1)F